3-Bromo-9-chloro-6,6-dimethyl-11-oxo-6,11-dihydro-5H-benzo[b]carbazol-8-yl trifluoromethanesulfonate FC(S(=O)(=O)OC=1C(=CC2=C(C(C=3NC4=CC(=CC=C4C3C2=O)Br)(C)C)C1)Cl)(F)F